ClC1=C(C=CC=C1C)N1CCN(CC1)C(CN1N=C(C=2CCCCC12)C(=O)N1C[C@@H]([C@@H](CC1)O)F)=O 1-(4-(2-chloro-3-methylphenyl)piperazin-1-yl)-2-(3-((3S,4R)-3-fluoro-4-hydroxy-piperidine-1-carbonyl)-4,5,6,7-tetrahydro-1H-indazol-1-yl)ethanone